C(#N)C=1C=C(C=CC1)C1=NN(C=C1/C=C/C(=O)O)C1=CC=CC=C1 (E)-3-(3-(3-cyanophenyl)-1-phenyl-1H-pyrazol-4-yl)acrylic acid